4-Amino-1-(6-(1-hydroxyethyl)pyridin-3-yl)-2-oxo-7-iodo-1,2-dihydroquinoline-3-carboxylic acid methyl ester COC(=O)C=1C(N(C2=CC(=CC=C2C1N)I)C=1C=NC(=CC1)C(C)O)=O